C(C1=CC=CC=C1)C=1C(=C(C(=C(C1)CC1=CC=CC=C1)O)N1NC(=CC(=N1)C1=C(C(=CC(=C1O)CC1=CC=CC=C1)CC1=CC=CC=C1)O)C1=C(C(=CC(=C1O)CC1=CC=CC=C1)CC1=CC=CC=C1)O)O 2,4,6-tris(3,5-dibenzyl-2,6-dihydroxyphenyl)triazine